CC(C(N1CCN(CC1)C(NC1=NC(N(C=C1)C1=CC=C(C=C1)CC(CC)=O)=O)=O)=O)(C)NC(OC(C)(C)C)=O tert-butyl (2-methyl-1-oxo-1-(4-((2-oxo-1-(4-(2-oxobutyl)phenyl)-1,2-dihydropyrimidin-4-yl)carbamoyl)piperazin-1-yl)propan-2-yl)carbamate